C1(=CC=CC=C1)C1=C(C(=NN=N1)C1=C(C(=CC=2C3=CC=CC=C3CC12)C)C)C1=C(C=CC=2[Se]C3=C(C21)C=CC=C3)C3=C(C=CC=C3)C3=CC=CC=C3 phenyl[(biphenylyl)dibenzoselenophenyl](dimethylfluorenyl)triazine